O[C@H]1C=C(C(C1)=O)CCCCCCC(=O)OCC1=CC=CC=C1 Benzyl 7-(3R-hydroxy-5-keto-cyclopent-1-enyl)-heptanoate